C=CC(=CC)[Ti+] 3-pentadienyl-titanium (II)